(1R,2R)-1-(2,3-dihydrobenzo[b][1,4]dioxin-6-yl)-2-octanamido-3-(pyrrolidin-1-yl)propyl (tert-butoxycarbonyl)-L-valinate C(C)(C)(C)OC(=O)N[C@@H](C(C)C)C(=O)O[C@@H]([C@@H](CN1CCCC1)NC(CCCCCCC)=O)C1=CC2=C(OCCO2)C=C1